2-(trifluoromethyl)acetophenone FC(CC(=O)C1=CC=CC=C1)(F)F